fluoro-2,2-difluoroacetic acid ethyl ester C(C)OC(C(F)(F)F)=O